N-hydroxy-N-(5-methyl-2,4,6-trioxohexahydropyrimidin-5-yl)benzamide ON(C(C1=CC=CC=C1)=O)C1(C(NC(NC1=O)=O)=O)C